C(C)(=O)N1CC(C2=C(C=CC=C12)SC=1N=CC(=NC1N)N1CCC(CC1)(C)CNC(OC(C)(C)C)=O)(F)F tert-butyl ((1-(5-((1-acetyl-3,3-difluoroindolin-4-yl)thio)-6-aminopyrazin-2-yl)-4-methylpiperidin-4-yl)methyl)carbamate